2-(4-(2-((3-(Bis(2-hydroxydodecyl)amino)butyl)disulfaneyl)ethyl)piperazin-1-yl)ethyl 4-(bis(2-hydroxytetradecyl)amino)butanoate OC(CN(CCCC(=O)OCCN1CCN(CC1)CCSSCCC(C)N(CC(CCCCCCCCCC)O)CC(CCCCCCCCCC)O)CC(CCCCCCCCCCCC)O)CCCCCCCCCCCC